C(C1=CC=CC=C1)OC(=O)N1CCC2N(C(CC1)=O)CCC2 6-oxooctahydropyrrolo[1,2-a][1,5]diazocine-3(4H)-carboxylic acid benzyl ester